ClC=1C(=CC(=C(C1)C1=CC(=CN1)S(=O)(=O)NC1=C(C=C(C(=C1)C)C#N)F)F)F 5-(5-chloro-2,4-difluorophenyl)-N-(4-cyano-2-fluoro-5-methylphenyl)-1H-pyrrole-3-sulfonamide